1-[2-(dimethylamino)ethyl]-4-methyl-1H-benzotriazole CN(CCN1N=NC2=C1C=CC=C2C)C